5-(2,3-dibromo-4,5-dihydroxyphenyl)-3-(4-(4-ethoxyphenoxy)phenyl)-4,5-dihydro-1H-pyrazol-1-carboxaldehyde BrC1=C(C=C(C(=C1Br)O)O)C1CC(=NN1C=O)C1=CC=C(C=C1)OC1=CC=C(C=C1)OCC